C1(=CC=CC=C1)C=1C(=C(C(=NC1)C1=CC=CC=2[Se]C3=C(C21)C=CC=C3)C3=NN=NC=C3)C3=CC=CC=C3 [di(phenyl)triazinylpyridyl]dibenzoselenophene